6-(2-methyl-6,7-dihydro-5H-cyclopenta[d]pyrimidin-4-yl)-3-(trifluoromethyl)-5,6,7,8-tetrahydro-1,6-naphthyridine CC=1N=C(C2=C(N1)CCC2)N2CC=1C=C(C=NC1CC2)C(F)(F)F